COC1=C(C=CC(=C1)S(=O)(=O)C)NC=1C=C(C2=C(N1)NC=C2C(F)(F)F)NC N6-(2-methoxy-4-(methylsulfonyl)phenyl)-N4-methyl-3-(trifluoromethyl)-1H-pyrrolo[2,3-b]pyridine-4,6-diamine